CC1=C(C=C(N)C=C1)OC=1SC=CN1 4-methyl-3-(thiazol-2-yloxy)aniline